2-[(2'S,7R)-2'-methyl-2-(trifluoromethyl)spiro[4,5-dihydrothieno[2,3-c]pyran-7,4'-piperidin]-1'-yl]cyclopentanol C[C@@H]1N(CC[C@]2(C1)OCCC1=C2SC(=C1)C(F)(F)F)C1C(CCC1)O